tert-butyl 7-(5-(4-(2-ethoxy-2-oxoethyl) piperazin-1-yl) pentyl)-3,4-dihydro-1,8-naphthyridine-1(2H)-carboxylate C(C)OC(CN1CCN(CC1)CCCCCC1=CC=C2CCCN(C2=N1)C(=O)OC(C)(C)C)=O